3-(5-(3-bromophenyl)thiazol-2-yl)-3-hydroxy-1-methylpyrrolidin-2-one BrC=1C=C(C=CC1)C1=CN=C(S1)C1(C(N(CC1)C)=O)O